C(C(=C)C)(=O)N[C@@H](CC1=CC(=C(C=C1)O)O)C(=O)O methacryloyl-3,4-dihydroxy-L-phenylalanine